IC1=CC(NC=C1)=O 4-iodopyridin-2(1H)-one